CC1(OB(OC1(C)C)C1=CC=C(C=C1)NC(OC(C)(C)C)=O)C tert-butyl (4-(4,4,5,5-tetramethyl-1,3,2-dioxaborolan-2-yl) phenyl)carbamate